FC1=C(C=C(C=C1)NC(=O)C1=C(C2=C(S1)C=C(C=C2)C(F)(F)F)NC(C2=C(C=CC(=C2)C2CCC(CC2)=O)OC)=O)C(F)(F)F N-(4-fluoro-3-(trifluoromethyl)phenyl)-3-(2-methoxy-5-(4-oxocyclohexyl)benzamido)-6-(trifluoromethyl)benzo[b]thiophene-2-carboxamide